N1(CCSCC1)CCC(=C)C1=CC=CC=C1 1-(N-thiomorpholinyl)-3-phenylbut-3-ene